COC1(COCC1)C1=CC=CC(=N1)N1N=CC=2C=NC(=CC21)N 1-(6-(3-methoxytetrahydrofuran-3-yl)pyridin-2-yl)-1H-pyrazolo[4,3-c]pyridin-6-amine